(2S,5R,6S)-5,6-bis(4-bromophenyl)-2,4-dimethyl-3-morpholinone BrC1=CC=C(C=C1)[C@@H]1[C@@H](O[C@H](C(N1C)=O)C)C1=CC=C(C=C1)Br